(3R,4R)-4-((S)-6-Chloro-5H-imidazo[5,1-a]isoindol-5-yl)tetrahydro-2H-pyran-3-ol ClC1=C2[C@@H](N3C(C2=CC=C1)=CN=C3)[C@@H]3[C@H](COCC3)O